5-(4-Fluorophenylmethyl)-6-((3-methylpiperidin-4-yl)amino)nicotinic acid methyl ester COC(C1=CN=C(C(=C1)CC1=CC=C(C=C1)F)NC1C(CNCC1)C)=O